Ethanolamine-13C [13CH2](O)CN